2-[(1e)-1-aminoprop-1-enyl]-4,5-dihydro-1,3-thiazole-4-carboxylic acid N\C(=C\C)\C=1SCC(N1)C(=O)O